C/C(=C\\C(=O)[O-])/C(=O)SCCNC(=O)CCNC(=O)[C@@H](C(C)(C)COP(=O)([O-])OP(=O)([O-])OC[C@@H]1[C@H]([C@H]([C@@H](O1)N2C=NC3=C(N=CN=C32)N)O)OP(=O)([O-])[O-])O The molecule is an acyl-CoA oxoanion arising from deprotonation of the phosphate, diphosphate and carboxylic acid functions of mesaconyl-CoA. It is a conjugate base of a mesaconyl-CoA.